ClC=1C=CC(=C2CN(C(C12)=O)C1C(NC(CC1)=O)=O)S(=O)(=O)C 3-(7-chloro-4-(methylsulfonyl)-1-oxoisoindolin-2-yl)piperidine-2,6-dione